The molecule is a member of the class of piperidines that is the 4-acetyl-2-methoxyphenyl ether of 3-(piperidin-1-yl)propan-1-ol which is substituted at position 4 of the piperidine ring by a 6-fluoro-1,2-benzoxazol-3-yl group. A member of the group of second generation antipsychotics (also known as an atypical antipsychotics), it is used for the treatment of schizophrenia. It has a role as a serotonergic antagonist, a dopaminergic antagonist and a second generation antipsychotic. It is a monoamine, an organofluorine compound, a tertiary amino compound, a methyl ketone, a member of 1,2-benzoxazoles, a member of piperidines, an aromatic ether and an aromatic ketone. CC(=O)C1=CC(=C(C=C1)OCCCN2CCC(CC2)C3=NOC4=C3C=CC(=C4)F)OC